1-(((S)-4,4-difluoro-5-oxopyrrolidin-2-yl)methoxy)-4-(1-(cis-3-(dimethylamino)cyclobutyl)-1H-pyrazol-4-yl)-7-isopropoxyisoquinoline-6-carboxamide FC1(C[C@H](NC1=O)COC1=NC=C(C2=CC(=C(C=C12)OC(C)C)C(=O)N)C=1C=NN(C1)[C@@H]1C[C@@H](C1)N(C)C)F